1-(5-((2,6-dichlorophenyl)ethynyl)-2,3-dihydro-1H-inden-1-yl)-1,2,3,6-tetrahydro-pyridine-4-carboxylic acid ClC1=C(C(=CC=C1)Cl)C#CC=1C=C2CCC(C2=CC1)N1CCC(=CC1)C(=O)O